[Cl-].C[N+](C)(CCCCCCCCCCCCCCCC)CC=C N,N-dimethylallyl-hexadecyl-ammonium chloride